ClC=1C=C2C(=CN=C(C2=CN1)O[C@@H]1C[C@@H](C1)S(=O)(=O)CC)C=C 6-chloro-1-(cis-3-(ethylsulfonyl)cyclobutoxy)-4-vinyl-2,7-naphthyridine